Methyl 3-(2-chloro-2-oxoacetyl)benzoate ClC(C(=O)C=1C=C(C(=O)OC)C=CC1)=O